trisulfan SSS